C1(CCCCC1)C1=CC=C(C=C1)C1=CC=C(C=C1)N(C1=CC=2C3(C4=CC=CC=C4C2C=C1)CCCCC3)C3=CC=C(C=C3)C3CCCCC3 N-[(4'-cyclohexyl)biphenyl-4-yl]-N-(4-cyclohexylphenyl)-N-(spiro[cyclohexane-1,9'-[9H]fluoren]-2'-yl)amine